tert-butyl-((4-methyl-2-((5-oxopentyl)oxy)phenyl)sulfonyl)-L-prolinate C(C)(C)(C)[C@@]1(N(CCC1)S(=O)(=O)C1=C(C=C(C=C1)C)OCCCCC=O)C(=O)[O-]